1-(4-(benzylamino)-7-(pyrrolidin-3-yl)pyrrolo[2,1-f][1,2,4]triazin-2-yl)-2-methyl-1H-indole-4-carboxamide C(C1=CC=CC=C1)NC1=NC(=NN2C1=CC=C2C2CNCC2)N2C(=CC=1C(=CC=CC21)C(=O)N)C